BrC=1N=CN2N=CNC(C21)=O 5-bromoimidazo[5,1-f][1,2,4]triazin-4(3H)-one